4-((1-(4-(2-(2-Aminopyridin-3-yl)-5-vinyl-3H-imidazo[4,5-b]pyridin-3-yl)benzyl)piperidin-4-yl)amino)pyrimidine-2-carbonitrile NC1=NC=CC=C1C1=NC=2C(=NC(=CC2)C=C)N1C1=CC=C(CN2CCC(CC2)NC2=NC(=NC=C2)C#N)C=C1